N-methyl-N-octadecyl-anilinium [tetrakis(perfluorophenyl) borate] FC1=C(C(=C(C(=C1F)F)F)F)[B-](C1=C(C(=C(C(=C1F)F)F)F)F)(C1=C(C(=C(C(=C1F)F)F)F)F)C1=C(C(=C(C(=C1F)F)F)F)F.C[NH+](C1=CC=CC=C1)CCCCCCCCCCCCCCCCCC